NC1=CC(=NN1C1=C(C=C(C=C1Cl)C(F)(F)F)Cl)C#N 5-Amino-3-cyano-1-(2,6-dichloro-4-trifluoromethylphenyl)-pyrazole